2,4-dimethyl-4H-thiazolo[4',5':4,5]pyrrolo[2,3-d]pyridazin-5(6H)-one CC=1SC2=C(C3=C(C(NN=C3)=O)N2C)N1